ethyl (6R)-6-[4-[3-(4-ethoxycarbonylpyrazol-1-yl)-2-pyridyl]piperazin-1-yl]-2-azaspiro[3.4]-octane-2-carboxylate C(C)OC(=O)C=1C=NN(C1)C=1C(=NC=CC1)N1CCN(CC1)[C@H]1CC2(CN(C2)C(=O)OCC)CC1